N1(CCCCC1)CCOC1=CC=C(C=C1)C=1C=NC=2N(C1)N=CC2C2CCNCC2 6-[4-[2-(1-piperidinyl)ethoxy]phenyl]-3-(4-piperidinyl)pyrazolo[1,5-a]pyrimidine